1,2,3-propanetriyl tris(bromoacetate) BrCC(=O)OCC(COC(CBr)=O)OC(CBr)=O